10-(2,4-difluorophenyl)-3-(methoxymethyl)-9-(trifluoromethyl)-2H-[1,4]thiazino[2,3,4-ij]quinazolin-5(3H)-one FC1=C(C=CC(=C1)F)C1=C(C=C2C=NC(N3C2=C1SCC3COC)=O)C(F)(F)F